tert-butyl 2-(4-amino-8-methyl-6-(2-methylpyrimidin-5-yl)-9H-pyrimido[4,5-b]indol-9-yl)acetate NC1=NC=NC=2N(C3=C(C=C(C=C3C21)C=2C=NC(=NC2)C)C)CC(=O)OC(C)(C)C